2-(1-(3-Chloropyridinoyl)pyrrolidin-3-yl)-5-hydroxybenzaldehyde ClC=1C(=NC=CC1)C(=O)N1CC(CC1)C1=C(C=O)C=C(C=C1)O